C(C)OC(=O)[C@@H]1OC(O[C@H]1C1=CN=C(S1)Cl)(C)C (4r,5r)-ethyl-5-(2-chlorothiazol-5-yl)-2,2-dimethyl-1,3-dioxolan-4-carboxylate